IC1=C(N=C(S1)N)C1=CC=C(C=C1)C(F)(F)F 5-iodo-4-[4-(trifluoromethyl)phenyl]thiazol-2-amine